aluminum (III) bis(2-methyl-8-quinolinate) (4-phenylphenolate) C1(=CC=CC=C1)C1=CC=C(C=C1)[O-].CC1=NC2=C(C=CC=C2C=C1)C(=O)[O-].CC1=NC2=C(C=CC=C2C=C1)C(=O)[O-].[Al+3]